N-(5-(3-((4-(4,6-Diaminopyrimidin-2-yl)thiazol-2-yl)(propyl)amino)-4-methylphenyl)pyridin-2-yl)-4-methylpiperazine-1-sulfonamide NC1=NC(=NC(=C1)N)C=1N=C(SC1)N(C=1C=C(C=CC1C)C=1C=CC(=NC1)NS(=O)(=O)N1CCN(CC1)C)CCC